C(C)(C)(C)OC(=O)N1CC(CC1)C(NCCCC1=NC=2NCCCC2C=C1)=O 3-(3-(5,6,7,8-tetrahydro-1,8-naphthyridin-2-yl)propylcarbamoyl)pyrrolidine-1-carboxylic acid tert-butyl ester